CN1N=NC(=C1NC(OC(COC)C1=CC=CC=C1)=O)C1=NC(=C(C=C1)NS(=O)(=O)C)C 2-methoxy-1-phenylethyl (1-methyl-4-(6-methyl-5-(methylsulfonamido) pyridin-2-yl)-1H-1,2,3-triazol-5-yl)carbamate